C(C)(=O)C=1C(=CC2=C(OCO2)C1)NC(CN1CCN(CC1)CC1=CC=CC=C1)=O N-(6-acetylbenzo[d][1,3]dioxol-5-yl)-2-(4-benzylpiperazin-1-yl)acetamide